CS(=O)(=O)OCC[C@@H]1[C@](C1)(C1=C(C=CC(=C1)F)F)NC(=O)OCC1=CC=CC=C1 2-((1R,2R)-2-(((benzyloxy)carbonyl)amino)-2-(2,5-difluorophenyl)cyclopropyl)ethyl methanesulfonate